(R)-3-amino-2-bromo-6-chloro-N-(1-(4-methoxyphenyl)ethyl)isonicotinamide NC1=C(C(=O)N[C@H](C)C2=CC=C(C=C2)OC)C=C(N=C1Br)Cl